NC=1C=C(C=CC1)S(=O)(=O)O m-aminoBenzenesulfonic acid